NC([C@H](CO)NC(=O)C1=C(OC2=C1C=C(C=C2)OCC2=CN=C(S2)C(F)(F)F)C)=O (S)-N-(1-amino-3-hydroxy-1-oxopropan-2-yl)-2-methyl-5-((2-(trifluoromethyl)thiazol-5-yl)methoxy)benzofuran-3-carboxamide